C(#N)C(NC(=O)[C@@H]1[C@H]2C([C@H]2CN1C([C@H](C(C)(C)C)NC(CC1CCOCC1)=O)=O)(C)C)C1=NN=CC2=CC=CC=C12 (1R,2S,5S)-N-[cyano(phthalazin-1-yl)methyl]-3-[(2S)-3,3-dimethyl-2-[(2-tetrahydropyran-4-ylacetyl)amino]butanoyl]-6,6-dimethyl-3-azabicyclo[3.1.0]hexane-2-carboxamide